C(C=C)N(C=1C=C(C=CC1)NC1=NC=C(C(=N1)C=1C=C(C=CC1C)NC(OCC=CC(C)(C)C)=O)F)C(=O)OC(C)(C)C tert-butylallyl (3-(2-((3-(allyl(tert-butoxycarbonyl)amino)phenyl)amino)-5-fluoropyrimidin-4-yl)-4-methylphenyl)carbamate